zinc-copper-strontium [Sr].[Cu].[Zn]